tert-butyl 2-((2S,3R)-1-(benzylamino)-3-hydroxy-oxobutan-2-yl)-1-oxo-2,5-diazaspiro[3.4]octane-5-carboxylate C(C1=CC=CC=C1)NC[C@@H]([C@H](C=O)O)N1C(C2(C1)N(CCC2)C(=O)OC(C)(C)C)=O